N-[3-[6-(2-methoxyethoxy)-1,3-benzothiazol-2-yl]-1-bicyclo[1.1.1]pentanyl]-5-(1-methanesulfonylcyclopropyl)furan-2-carboxamide COCCOC1=CC2=C(N=C(S2)C23CC(C2)(C3)NC(=O)C=3OC(=CC3)C3(CC3)S(=O)(=O)C)C=C1